C(C)(C)(C)OC(=O)N1N=CC(=C1)C1=CC(=C(OC=2N=NC(=CC2C(=O)OC)C(F)(F)F)C=C1)C methyl 3-[4-(1-tert-butoxycarbonylpyrazol-4-yl)-2-methyl-phenoxy]-6-(trifluoromethyl)pyridazine-4-carboxylate